4-(benzyloxy)-2-methoxybenzaldehyde C(C1=CC=CC=C1)OC1=CC(=C(C=O)C=C1)OC